C(C)SSC(C)C=1C=C(C(=O)O)C=CC1 3-(1-(ethyldisulfaneyl)ethyl)benzoic acid